1-Pentyl-3-Methylpyrrolidinium cyanid [C-]#N.C(CCCC)[NH+]1CC(CC1)C